1-perfluorobutanesulfonic acid C(C(C(F)(F)S(=O)(=O)O)(F)F)(C(F)(F)F)(F)F